OC1[C@H](NC(C1)O)C(=O)O 3,5-dihydroxyproline